2-Methyl-3-((((tetrahydro-2H-pyran-4-yl)methyl)amino)methyl)pyrazolo[1,5-a]pyrimidin CC1=NN2C(N=CC=C2)=C1CNCC1CCOCC1